C(C)OCC(C(=O)O)NC 3-ETHOXY-2-(METHYLAMINO)PROPANOIC ACID